1-(2-aminopyrimidin-4-yl)pyrrolidin-3-ol NC1=NC=CC(=N1)N1CC(CC1)O